1-chloro-2,3,3-trifluoropropene ClC=C(C(F)F)F